[2-(2,3-epithiopropoxy)cyclohexyl][4-(2,3-epithiopropoxy)cyclohexyl]methane C(C1CS1)OC1C(CCCC1)CC1CCC(CC1)OCC1CS1